[Si](C)(C)(C(C)(C)C)OC/C=C(/CC/C=C(/CCC=O)\C)\C (4E,8E)-10-((tert-butyldimethylsilyl)oxy)-4,8-dimethyldeca-4,8-dienal